3-(4-(1-methoxy-2-methyl-1-oxopropan-2-yl)phenyl)acrylate COC(C(C)(C)C1=CC=C(C=C1)C=CC(=O)[O-])=O